C(C)OC[C@H](CC1=CC=C(C=C1)O)NC1=C(C=NC2=CC=CC=C12)[N+](=O)[O-] 4-[(2S)-3-ethoxy-2-[(3-nitro-4-quinolinyl)amino]propyl]phenol